C(=O)(OC(C)(C)C)C(CC(=O)O)CC(=O)O 3-(Boc)-glutaric acid